COC(C1=C(C=C(C(=C1)Br)OC)CBr)=O 5-bromo-2-(bromomethyl)-4-methoxybenzoic acid methyl ester